Cl.C(C1=CC=CC=C1)OC(CNC(C1=CC=CC=C1)C#N)=O (cyano(phenyl)methyl)glycine benzyl ester hydrochloride